(4-(4-cyanophenyl)piperidine-1-carbonyl)-4-ethyl-2-methylbenzoic acid methyl ester COC(C1=C(C(=C(C=C1)CC)C(=O)N1CCC(CC1)C1=CC=C(C=C1)C#N)C)=O